C(CCCCCCCCCCCC)OCC(=O)Cl 2-(tridecyloxy)acetyl chloride